COC(=O)C=1C(=C(C=CC1)C1=CC(=CC=C1)F)N1CC(CCC1)(C(=O)N1CCCCC1)NC(=O)OC(C)(C)C (3-((tert-butoxycarbonyl)amino)-3-(piperidine-1-carbonyl)piperidin-1-yl)-3'-fluoro-[1,1'-biphenyl]-3-carboxylic acid methyl ester